[C@H]12CN(C[C@H](CC1)N2)C2=NC(=NC1=C(C(=CC=C21)C2=CC(=CC1=CC=CC=C21)O)F)NCC2(CC(C2)(F)F)CO 4-(4-((1R,5S)-3,8-diazabicyclo[3.2.1]octan-3-yl)-2-(((3,3-difluoro-1-(hydroxymethyl)cyclobutyl)methyl)amino)-8-fluoroquinazolin-7-yl)naphthalen-2-ol